COC(=O)C1=NN(C2=CC=C(C=C12)Br)CC1CCC1 5-bromo-1-(cyclobutylmethyl)-1H-indazole-3-carboxylic acid methyl ester